N1N=C(C=2C1=CN=CC2)C#N 1H-pyrazolo[3,4-c]pyridine-3-carbonitrile